C(CCCC=C)OC(\C(=C(/C(=O)OCCCCC=C)\C(C)C)\C(C)C)=O 2,3-Diisopropylmaleic acid di(5-hexenyl) ester